C1(=CC=CC=C1)C1=C2C(=NNC2=CC=C1)N phenyl-indazolamine